C1(CC1)S(=O)(=O)NC=1SC=C(N1)C(C(=O)NC1=C(C=C(C=C1)C1=NC(=CN=C1)OCC)OC)CC 2-(2-(cyclopropanesulfonylamino)thiazol-4-yl)-N-(4-(6-ethoxypyrazin-2-yl)-2-methoxyphenyl)butanamide